C[C@H]([C@H]([C@H]1[C@@H]([C@H](C[C@](O1)(C(=O)O)O)O)NC(=O)C)NC(=O)C)O The molecule is a ketoaldonic acid derivative that is beta-neuraminic acid in which the hydroxy groups at positions 7 and 9 are substituted by an acetamido group and hydrogen respectively. It is an amino sugar and a ketoaldonic acid derivative. It derives from a beta-neuraminic acid. It is a conjugate acid of a N,N-diacetyllegionaminate.